NC1=CC=C(C=C1)CC1CN(CCN(CCN(CCN1CC=1N(C(C=CC1)=O)O)CC=1N(C(C=CC1)=O)O)CC1=CC=CC(N1O)=O)CC=1N(C(C=CC1)=O)O 6-({6-[(4-aminophenyl)methyl]-4,7,10-tris[(1-hydroxy-6-oxopyridin-2-yl)methyl]-1,4,7,10-tetraazacyclododecan-1-yl}methyl)-1-hydroxypyridin-2-one